[Na+].OCC1=C(C=C(CNC(CCCCCC(=O)ON2C(C(CC2=O)S(=O)(=O)[O-])=O)=O)C=C1)[N+](=O)[O-] 1-((7-((4-(hydroxymethyl)-3-nitrobenzyl)amino)-7-oxoheptanoyl)oxy)-2,5-dioxopyrrolidine-3-sulfonic acid sodium salt